[2-[1-(cyclopropylmethyl)-7,8-dihydro-6H-pyrrolo[3,2-g]indol-2-yl]-7-fluoro-1-methyl-benzimidazol-5-yl]methanone C1(CC1)CN1C(=CC=2C=CC=3CCNC3C21)C2=NC1=C(N2C)C(=CC(=C1)C=O)F